7-chloro-1-methylquinoxalin-2(1H)-one ClC1=CC=C2N=CC(N(C2=C1)C)=O